CS(=O)(=O)CCN1CCN(CC1)C1=CC=C(N)C=C1 4-(4-(2-(methylsulfonyl)ethyl)piperazin-1-yl)aniline